(R)-2-(3-(3-(fluoro(4-methyl-4H-1,2,4-triazol-3-yl)methyl)oxetan-3-yl)phenyl)-6-((3-hydroxy-3-isopropylazetidin-1-yl)methyl)-4-(trifluoromethyl)isoindolin-1-one F[C@H](C1(COC1)C=1C=C(C=CC1)N1C(C2=CC(=CC(=C2C1)C(F)(F)F)CN1CC(C1)(C(C)C)O)=O)C1=NN=CN1C